N-(5-bromopyridin-2-yl)-2,2,2-trifluoro-N-methylacetamide BrC=1C=CC(=NC1)N(C(C(F)(F)F)=O)C